C(C)(C)(C)OC(=O)N1C[C@@H](CCCC1)OCCCC1=C(C=CC2=CC(=CC(=C12)OS(=O)(=O)C(F)(F)F)O[Si](C(C)C)(C(C)C)C(C)C)F.FC(C1=CC(=NC=C1)N1CCNCC1)(F)F 1-(4-(trifluoromethyl)pyridin-2-yl)piperazine tert-butyl-(R)-3-(3-(2-fluoro-8-(((trifluoromethyl)sulfonyl)oxy)-6-((triisopropylsilyl)oxy)naphthalen-1-yl)propoxy)azepane-1-carboxylate